C(#N)C=1C(=C(C(=CC1)C(C)C)NC(=O)N=S(=O)(N)C=1SC(=CC1)C(C)(C)O)C(C)C N'-((3-cyano-2,6-diisopropyl-phenyl)carbamoyl)-5-(2-hydroxypropan-2-yl)thiophene-2-sulfonimidamide